N1(CCCC1)C=1C=CC=2N(C1)N=CC2C#N 6-(pyrrolidin-1-yl)pyrazolo[1,5-a]Pyridine-3-carbonitrile